COC1=CC=C(COCC(CC(C(=O)[O-])(CCCCCC)CCCCCC)(CC(C(=O)[O-])(CCCCCC)CCCCCC)COC(CCCCCCC)=O)C=C1 2-(((4-methoxybenzyl)oxy)methyl)-2-((octanoyloxy)methyl)propane-1,3-diylbis(2-hexyloctanoate)